4-(tert-butoxyamino)-6-(6-(trifluoromethyl)pyridin-2-yl)-N-(2-(trifluoromethyl)pyridin-4-yl)-1,3,5-triazine-2-amine C(C)(C)(C)ONC1=NC(=NC(=N1)C1=NC(=CC=C1)C(F)(F)F)NC1=CC(=NC=C1)C(F)(F)F